C1(=CC=C(C=C1)C1=NC=CC=N1)C 2-(p-tolyl)pyrimidine